FC1=CC=C(C=C1)[C@H](C)NC1=NC(=CC(=C1)N1CC(C1)N1CCCCC1)NC1=NC=CN=C1 (S)-1-(1-{2-[1-(4-fluorophenyl)ethylamino]-6-(pyrazin-2-ylamino)pyridin-4-yl}azetidin-3-yl)piperidine